C(C)(C)(C)P(C1=NC=CC=C1)CC1=C(C=CC=C1)CP(C1=NC=CC=C1)C(C)(C)C 1,2-bis((tert-butyl(pyridin-2-yl)phosphanyl)methyl)benzene